C1(=C(C=CC=C1)CN(C(C(=O)OCC(F)(F)F)=O)CC1=NC=C(C=C1)C(F)(F)F)C 2,2,2-trifluoroethyl 2-[o-tolylmethyl-[[5-(trifluoromethyl)-2-pyridyl]methyl]amino]-2-oxo-acetate